BrCCO\N=C(/C)\[C@H]1CC[C@H]2[C@@H]3CCC4=CC(CC[C@@]4([C@H]3CC[C@]12C)C)=O (8S,9S,10R,13S,14S,17S)-17-((E)-1-(2-bromoethoxyimino)ethyl)-10,13-dimethyl-6,7,8,9,10,11,12,13,14,15,16,17-dodecahydro-1H-cyclopenta[a]phenanthren-3(2H)-one